C(CCCCC)C1=CC=C(N)C=C1 p-hexyl-aniline